(S)-1-(3-(4-amino-3-((2-(azetidin-1-yl)-4,6-difluoro-benzo[d]oxazol-5-yl)ethynyl)-1H-pyrazolo[3,4-d]pyrimidin-1-yl)pyrrolidin-1-yl)prop-2-en-1-one NC1=C2C(=NC=N1)N(N=C2C#CC=2C(=CC1=C(N=C(O1)N1CCC1)C2F)F)[C@@H]2CN(CC2)C(C=C)=O